7-(((R)-2-methylmorpholino)methyl)-9-(trifluoromethyl)-4H-pyrido[1,2-a]pyrimidin-4-one C[C@H]1OCCN(C1)CC=1C=C(C=2N(C(C=CN2)=O)C1)C(F)(F)F